4-((1S,5R)-1-methyl-3,8-diazabicyclo[3.2.1]-octan-3-yl)quinazoline C[C@@]12CN(C[C@@H](CC1)N2)C2=NC=NC1=CC=CC=C21